2-methoxy-N-(3-(trifluoromethoxy)benzyl)nicotinamide Yttrium-Aluminium-Gallium [Ga].[Al].[Y].COC1=C(C(=O)NCC2=CC(=CC=C2)OC(F)(F)F)C=CC=N1